FCC1=CC=2N(C(C(=C(N2)C(F)(F)F)C=2C=NN(C2)CC(C(F)(F)F)(F)F)=O)C=C1 8-(fluoromethyl)-3-(1-(2,2,3,3,3-pentafluoropropyl)-1H-pyrazol-4-yl)-2-(trifluoromethyl)-4H-pyrido[1,2-a]pyrimidin-4-one